perfluorononanethiol FC(C(C(C(C(C(C(C(C(F)(F)F)(F)F)(F)F)(F)F)(F)F)(F)F)(F)F)(F)F)(S)F